CC(CCC=O)CCCCC 4-methyl-nonanal